ClC1=CC=C(C=C1)C(C)(C#C)C=1N=C(SC1)NC(C1=C(C(=CC=C1F)OC)F)=O N-(4-(2-(4-chlorophenyl)but-3-yn-2-yl)thiazol-2-yl)-2,6-difluoro-3-methoxy-benzamide